NN1C(N(N=CC1=O)C1=CC(=C(C(=C1)C)CC=1C=C2C3(C(NC2=CC1)=O)CCC3)C)=O amino-2-(3,5-dimethyl-4-{2'-oxo-1'H-spiro[cyclobutane-1,3'-indol]-5'-ylmethyl}phenyl)-4H-1,2,4-triazine-3,5-dione